(10S)-N-(3-methyl-4-((1-methyl-1H-benzo[d]imidazol-5-yl)oxy)phenyl)-8,9,10,11-tetrahydro-7H-6,10-methanopyrimido[4',5':5,6]pyrido[3,2-b][1,4,7]oxadiazonin-4-amine CC=1C=C(C=CC1OC1=CC2=C(N(C=N2)C)C=C1)NC1=NC=NC2=CC=3OC[C@H]4NCCN(C3N=C21)C4